(3R)-pyrazolo[1,5-a]pyrimidin-7-amine N1=CC=C2N1C(=CC=N2)N